9-methyl-1-(4,4,5,5-tetramethyl-1,3,2-dioxaborolan-2-yl)-3,6-di-o-tolyl-9H-carbazole CN1C2=CC=C(C=C2C=2C=C(C=C(C12)B1OC(C(O1)(C)C)(C)C)C1=C(C=CC=C1)C)C1=C(C=CC=C1)C